N-(4-methylpyridin-3-yl)-2-phenylimidazo[1,2-b]pyridazine-8-carboxamide CC1=C(C=NC=C1)NC(=O)C=1C=2N(N=CC1)C=C(N2)C2=CC=CC=C2